O(C1=CC=CC=C1)C(C1=CC=CC=C1)OC(C=C)=O acrylic acid phenoxybenzyl ester